NC1=NC2=CC=C(C=C2C=C1C)C(=O)N(CC1=NC=C(C=C1)C(F)(F)F)C[C@H](C(C)C)OC 2-amino-N-((2S)-2-methoxy-3-methylbutyl)-3-methyl-N-((5-(trifluoromethyl)-2-pyridinyl)methyl)-6-quinolinecarboxamide